3-((tert-butoxycarbonyl)amino)-2-(4-chlorophenyl)propionic acid C(C)(C)(C)OC(=O)NCC(C(=O)O)C1=CC=C(C=C1)Cl